C1(CC=C2C=CC=CC=C12)O 1H-azulenol